C(C)(C)(C)[C@]12NC[C@H]([C@@H]2N(C1)CC1=CC=CC=C1)O (1S,4R,5R)-tert-butyl-6-benzyl-4-hydroxy-2,6-diazabicyclo[3.2.0]Heptane